CC=1C(=C2C=NN(C2=CC1C)C1OCCCC1)C1=C(C=2N=C(N=C(C2C=N1)N1C[C@@](CCC1)(O)C)OCC1(CC1)CN(C)C)F (3R)-1-(7-(5,6-dimethyl-1-(tetrahydro-2H-pyran-2-yl)-1H-indazol-4-yl)-2-((1-((dimethylamino)methyl)cyclopropyl)methoxy)-8-fluoropyrido[4,3-d]pyrimidin-4-yl)-3-methylpiperidin-3-ol